3-(methyldisulfanyl)propanoic acid CSSCCC(=O)O